2-(2,4-dioxotetrahydropyrimidin-1(2H)-yl)-5-((4-(5-methylthieno[2,3-d]pyrimidin-4-yl)piperazin-1-yl)methyl)isoindoline-1,3-dione O=C1N(CCC(N1)=O)N1C(C2=CC=C(C=C2C1=O)CN1CCN(CC1)C=1C2=C(N=CN1)SC=C2C)=O